N(=[N+]=[N-])C1=C(COC(=O)N[C@@H](CCCCN)C(=O)O)C=CC=C1 o-azidobenzyloxycarbonyl-L-Lysine